COC1=C(C=C(C=C1)C=1N=C(SC1)NC(C)=O)C(F)(F)F N-{4-[4-methoxy-3-(trifluoromethyl)phenyl]-1,3-thiazol-2-yl}acetamide